4-[5-({[4-(aminomethyl)phenyl]methyl}amino)-4-methoxy-1-(thiophene-3-carbonyl)-1H-pyrazol-3-yl]-1-[(3-hydroxypyrrolidin-1-yl)sulfonyl]-5-methylpyrrolidin-2-ol NCC1=CC=C(C=C1)CNC1=C(C(=NN1C(=O)C1=CSC=C1)C1CC(N(C1C)S(=O)(=O)N1CC(CC1)O)O)OC